FC(C1=CC=2N(C=C1C1CCN(CC1)S(=O)(=O)C=1C=NN(C1C#N)C)N=CN2)F 4-((4-(7-(difluoromethyl)-[1,2,4]triazolo[1,5-a]pyridin-6-yl)piperidin-1-yl)sulfonyl)-1-methyl-1H-pyrazole-5-carbonitrile